(2R,5S)-5-(4-chlorobenzyl)-4-(4-(1-methyl-5-(trifluoromethyl)-1H-pyrazol-3-yl)cyclohexyl)-2-((methylsulfonyl)methyl)-morpholine hydrochloride Cl.ClC1=CC=C(C[C@H]2CO[C@H](CN2C2CCC(CC2)C2=NN(C(=C2)C(F)(F)F)C)CS(=O)(=O)C)C=C1